4-(2-hydroxypropane-2-yl)-2-propyl-1H-imidazole-5-carboxylic acid OC(C)(C)C=1N=C(NC1C(=O)O)CCC